2-(2-cyclopropyl-pyridin-4-yl)-5-nitro-1H-pyrrolo[2,3-b]pyridine C1(CC1)C1=NC=CC(=C1)C1=CC=2C(=NC=C(C2)[N+](=O)[O-])N1